2',2'''-(pyridine-2,6-diyl)bis(3-(tert-butyl)-5-methyl-[1,1'-biphenyl]-2-ol) N1=C(C=CC=C1C1=C(C=CC=C1)C=1C(=C(C=C(C1)C)C(C)(C)C)O)C1=C(C=CC=C1)C=1C(=C(C=C(C1)C)C(C)(C)C)O